NCC1=CC=C(N=N1)C1=C(C=C(C#N)C=C1)OC=1N(N=C(C1)C1=NC=CC=C1)C 4-[6-(aminomethyl)pyridazin-3-yl]-3-(2-methyl-5-pyridin-2-ylpyrazol-3-yl)oxybenzonitrile